NC=1C=C(C=C(C1)C(F)(F)F)[C@@H](C)NC(=O)C1=NN(C(C=C1)=O)C1=CC(=CC=C1)C=1N(N=NC1)CC N-[(1R)-1-[3-amino-5-(trifluoromethyl)phenyl]ethyl]-1-[3-(3-ethyltriazol-4-yl)phenyl]-6-oxo-pyridazine-3-carboxamide